N[C@@H]1[C@H](C1)OC1=CC=C(C=C1)C1=CC=C(C=C1)/C=C/[C@@H](CO)N1C(=NC=C1)[C@H](C)O (S,E)-4-(4'-((1S,2S)-2-aminocyclopropoxy)-[1,1'-biphenyl]-4-yl)-2-(2-((S)-1-hydroxyethyl)-1H-imidazol-1-yl)but-3-en-1-ol